5-(4-cyanophenyl)-1-(4-iodophenyl)-1H-pyrazole-3-carboxylic acid ethyl ester C(C)OC(=O)C1=NN(C(=C1)C1=CC=C(C=C1)C#N)C1=CC=C(C=C1)I